CCCC(C)CC(C)C The molecule is an alkane that is heptane in which a hydrogen has been replaced by a methyl group at positions 2 and 4. It has a role as a fungal metabolite. It is an alkane and a volatile organic compound.